[O-]P([O-])(=O)OP(=O)([O-])O.[Na+].P(=O)(O)(O)O.[Mn+2] manganese phosphate sodium pyrophosphate